BrC=1C=C2C(=NC(=NC2=CC1)Cl)N1[C@H](CN(CC1)C(=O)OC(C)(C)C)C1=CC=CC=C1 tert-butyl (S)-4-(6-bromo-2-chloroquinazolin-4-yl)-3-phenylpiperazine-1-carboxylate